BrC=1SC2=NC=C(C(=C2N1)Cl)C(=O)OC methyl 2-bromo-7-chlorothiazolo[5,4-b]pyridine-6-carboxylate